FC1=C(CN2CCC(CC2)C=C2CC3=C(S2(=O)=O)C=C(C(=C3)OC)OC)C=CC(=C1)F 2-((1-(2,4-difluorobenzyl)piperidin-4-yl)methylene)-5,6-dimethoxy-2,3-dihydrobenzo[b]thiophene 1,1-dioxide